3'-(difluoromethoxy)-5'-fluoro-3-nitrobiphenyl-4-amine FC(OC=1C=C(C=C(C1)F)C1=CC(=C(C=C1)N)[N+](=O)[O-])F